OC1=CC=C(C=C1)CC(CC)=O para-Hydroxyphenylbutanon